2-methyl-1-(3-(4-(2-(trifluoromethyl)phenyl)piperidine-1-carbonyl)pyrrolo[3,4-c]pyrazol-5(1H,4H,6H)-yl)propan-1-one CC(C(=O)N1CC=2NN=C(C2C1)C(=O)N1CCC(CC1)C1=C(C=CC=C1)C(F)(F)F)C